C1=CC=CC2=C1C1=C(C=CC=C2)C=CC=C1 dibenzo[a,c]cyclooctadiene